FC1=CC=2N(C=C1)C(=C(N2)C)C(=O)[O-].[K+] potassium 7-fluoro-2-methylimidazo[1,2-a]pyridine-3-carboxylate